O=C1NC(CCC1N1C(N(C2=C1C=CC(=C2)C2CC1CCC(C2)N1CC(=O)NC1=CC2=CC(=C(C(=C2C=C1)F)N1S(NC(C1)=O)(=O)=O)O)C)=O)=O 2-[3-[1-(2,6-dioxo-3-piperidyl)-3-methyl-2-oxo-benzimidazol-5-yl]-8-azabicyclo[3.2.1]octan-8-yl]-N-[5-fluoro-7-hydroxy-6-(1,1,4-trioxo-1,2,5-thiadiazolidin-2-yl)-2-naphthyl]acetamide